ClCC1=CC(=C(C=C1)N1N=C(C=C1OC)C(F)(F)F)OC 1-[4-(chloromethyl)-2-methoxyphenyl]-5-methoxy-3-(trifluoromethyl)pyrazole